4-(chloromethyl)-1-(3-fluoro-5-methoxyphenyl)pyrazole ClCC=1C=NN(C1)C1=CC(=CC(=C1)OC)F